(rac)-trans-3-amino-4-(3-boronopropyl)-1-(N-((S)-1-carboxy-2-methylpropyl)sulfamoyl)pyrrolidine-3-carboxylic acid N[C@@]1(CN(C[C@H]1CCCB(O)O)S(N[C@@H](C(C)C)C(=O)O)(=O)=O)C(=O)O |r|